butyl (S)-5-(2-(acetylthio)acetamido)-3,3-difluoropiperidine-1-carboxylate C(C)(=O)SCC(=O)N[C@H]1CC(CN(C1)C(=O)OCCCC)(F)F